(1R,2R)-N-(7-chloro-6-(1-((4R,3R)-4-hydroxy-3-methyltetrahydrofuran-3-yl)piperidin-4-yl)isoquinolin-3-yl)-2-(2-hydroxypropan-2-yl)cyclopropane-1-carboxamide ClC1=C(C=C2C=C(N=CC2=C1)NC(=O)[C@H]1[C@@H](C1)C(C)(C)O)C1CCN(CC1)[C@@]1(COC[C@@H]1O)C